BrC1=CC(=NC=C1)C(C)(C)C 4-Bromo-2-(tert-butyl)pyridine